triphenylenyl(biphenylyl)anthracene-d8 ethyl-2-(5-bromopyrimidin-2-yl)-2-[(diphenylmethylidene)amino]acetate C(C)OC(C(N=C(C1=CC=CC=C1)C1=CC=CC=C1)C1=NC=C(C=N1)Br)=O.C1(=CC=CC=2C3=CC=CC=C3C3=CC=CC=C3C12)C1=C2C(=C(C(=C(C2=C(C=2C(=C(C(=C(C12)[2H])[2H])[2H])[2H])[2H])[2H])[2H])[2H])C1=C(C=CC=C1)C1=CC=CC=C1